7-fluoro-2-phenyl-1,2,3,4-tetrahydroquinoline FC1=CC=C2CCC(NC2=C1)C1=CC=CC=C1